ClC1=C(C=CC(=C1)F)[C@H]1[C@@H](CCC(C1)(C)C)C(=O)N1CC(C2(CN(C2)C(C=C)=O)C[C@H]1C)(F)F 1-((R)-7-((1R,2R)-2-(2-chloro-4-fluorophenyl)-4,4-dimethylcyclohexane-1-carbonyl)-5,5-difluoro-8-methyl-2,7-diazaspiro[3.5]nonan-2-yl)prop-2-en-1-one